F[C@H]1CNCC[C@H]1NC1=C2C=C(N(C2=CC=C1)CC(F)(F)F)C1=NOC(=N1)CNC(=O)C1=CSC(=C1)C(C)(C)OC N-{[3-(4-{[(3S,4R)-3-fluoropiperidin-4-yl]amino}-1-(2,2,2-trifluoroethyl)-1H-indol-2-yl)-1,2,4-oxadiazol-5-yl]methyl}-5-(2-methoxypropan-2-yl)thiophene-3-carboxamide